Dichloro-5,12-dimethyl-4,9-diphenyl-1,5,8,12-tetraazabicyclo[6.6.2]hexadecane Manganese(II) [Mn+2].ClC1(N2CCN(CCC(N(CCN(C(C1)C1=CC=CC=C1)C)CC2)C2=CC=CC=C2)C)Cl